N-(2-hydroxyethyl)methacrylamide OCCNC(C(=C)C)=O